C(C1=CC=CC=C1)N1CCC(CC1)N1C[C@H]([C@@H](C1)OC)NC(OC(C)(C)C)=O tert-butyl N-[(3R,4R)-1-(1-benzyl-4-piperidyl)-4-methoxy-pyrrolidin-3-yl]carbamate